2-hydroxy-6-methylpyridinecarboxylic acid OC1(NC(=CC=C1)C)C(=O)O